C1(=CC=CC2=C(C=CC=C12)N1CCOCC1)C1=CC2=CC=CC=C2C=C1 [1,2'-Binaphthalen]-5-yl-(morpholin)